8-(difluoromethyl)-6-[7-fluoro-2-(4-piperidinyl)indazol-5-yl]-2-methyl-imidazo[1,2-b]pyridazine FC(C=1C=2N(N=C(C1)C1=CC3=CN(N=C3C(=C1)F)C1CCNCC1)C=C(N2)C)F